1-(2-methylsulfonylethyl)-4-(4,4,5,5-tetramethyl-1,3,2-dioxaborolan-2-yl)pyrazole CS(=O)(=O)CCN1N=CC(=C1)B1OC(C(O1)(C)C)(C)C